bis[2,4-bis(1,1-dimethyl propyl) phenyl] [4-(1,1-dimethylpropyl) phenyl] phosphite P(OC1=C(C=C(C=C1)C(CC)(C)C)C(CC)(C)C)(OC1=C(C=C(C=C1)C(CC)(C)C)C(CC)(C)C)OC1=CC=C(C=C1)C(CC)(C)C